OC1=C(C=CC(=C1)O)C1=NC(=NC(=N1)C1=C(C=C(C=C1)O)O)C1=CC=C(C=C1)OC 2,4-bis-(2,4-dihydroxyphenyl)-6-(4-methoxyphenyl)-1,3,5-triazine